(aminomethyl)benzenesulfonamide NCC1=C(C=CC=C1)S(=O)(=O)N